((3-((difluoromethyl)-thio)pyridin-2-yl)amino)-6-(3,3-dimethylureido)-N-(methyl-d3)pyridazine-3-carboxamide FC(SC=1C(=NC=CC1)NC1=C(N=NC(=C1)NC(=O)N(C)C)C(=O)NC([2H])([2H])[2H])F